N,N-bis(9,9-dimethyl-9H-fluoren-2-yl)-2',3'-dihydro-spiro-[fluoren-9,1'-indene]-2-amine CC1(C2=CC=CC=C2C=2C=CC(=CC12)N(C1=CC2=C(C=C1)C1=CC=CC=C1C21CCC2=CC=CC=C12)C1=CC=2C(C3=CC=CC=C3C2C=C1)(C)C)C